(e)-1-(4-bromophenyl)-3-(dimethylamino)prop-2-en-1-one BrC1=CC=C(C=C1)C(\C=C\N(C)C)=O